3-(Naphthalen-1-yl)-N-(p-tolyl)-5,6,7,8-tetrahydroimidazo[1,5-a]Pyrazine-1-carboxamide C1(=CC=CC2=CC=CC=C12)C1=NC(=C2N1CCNC2)C(=O)NC2=CC=C(C=C2)C